1-(2-methoxyethyl)-1H-benzo[d]Imidazole-6-carboxylic acid ethyl ester C(C)OC(=O)C=1C=CC2=C(N(C=N2)CCOC)C1